chloro-7-fluoro-N-methyl-N-[3-(4-methylsulfonylphenyl)phenyl]-[1,2,4]triazolo[4,3-a]quinazolin-5-amine ClC1=NN=C2N1C1=CC=C(C=C1C(=N2)N(C2=CC(=CC=C2)C2=CC=C(C=C2)S(=O)(=O)C)C)F